CN1CCC(CC1)C(F)(F)F 1-methyl-4-(trifluoromethyl)piperidin